BrC1=CC=C(C=C1)NC(=O)N[C@H](C(=O)NCP(OCC)(OCC)=O)CC(C)C diethyl ({[(2S)-2-{[(4-bromophenyl)carbamoyl]amino}-4-methylpentanoyl]amino}methyl)phosphonate